ClC=1C(=C(C=CC1OC(F)F)NC=1C2=C(N=CN1)C=CC(=N2)N2CCN(C1(CC1)C2)C(=O)OC(C)(C)C)F tert-Butyl 7-(4-((3-chloro-4-(difluoromethoxy)-2-fluorophenyl)amino)pyrido[3,2-d]pyrimidin-6-yl)-4,7-diazaspiro[2.5]octane-4-carboxylate